C(C)(=O)C=1C(OC2=CC(=CC=C2C1)OC)=O 3-acetyl-7-methoxycoumarin